sodium 7-hydroxyheptane-1-sulfonate bromide [Br-].OCCCCCCCS(=O)(=O)O.[Na+]